COC(C1=CC(=C(C(=C1)F)NC)NC(=O)C=1N2C(C(NC3=CC=CC(C1)=C23)C)CC)=O 3-[(11-ethyl-10-methyl-1,9-diazatricyclo[6.3.1.04,12]dodeca-2,4(12),5,7-tetraene-2-carbonyl)amino]-5-fluoro-4-(methylamino)benzoic acid methyl ester